FC(C(=O)O)(F)F.F[C@@H]1[C@@H](C1)N1N2C(=C(C=C1N1CCC3=C(C=CC=C13)N1CCNCC1)NC)N=CC2C(=O)N 5-N-[(1R,2S)-2-fluorocyclopropyl]-8-(methylamino)-6-[4-(piperazin-1-yl)-2,3-dihydroindol-1-yl]imidazo[1,2-b]pyridazine-3-carboxamide Trifluoroacetate